(R)-benzyl 2-((((9H-fluoren-9-yl)methoxy)carbonyl)amino)-3-(pyridin-3-yl)propanoate C1=CC=CC=2C3=CC=CC=C3C(C12)COC(=O)N[C@@H](C(=O)OCC1=CC=CC=C1)CC=1C=NC=CC1